1-(4-(hydroxymethyl)phenyl)ethan-1-one OCC1=CC=C(C=C1)C(C)=O